FC(N1N=C(C=C1)CNC1=NC(=NC(=N1)N)C1=CC=C2C=NNC2=C1)F N2-[[1-(difluoromethyl)pyrazol-3-yl]methyl]-6-(1H-indazol-6-yl)-1,3,5-triazine-2,4-diamine